1'-[3-(difluoromethoxy)phenyl]-N-(4-methyl-1,1-dioxo-thia-cyclohex-4-yl)-2'-oxo-spiro[cyclopropane-1,3'-indoline]-5'-carboxamide FC(OC=1C=C(C=CC1)N1C(C2(C3=CC(=CC=C13)C(=O)NC1(CCS(CC1)(=O)=O)C)CC2)=O)F